ClC1=C(C(=CC=C1)F)CC(=O)NC=1C=C(N=NC1)N(C(C)=O)C1=CC(=CC(=C1)F)F N-{5-[2-(2-chloro-6-fluorophenyl)acetylamino]pyridazin-3-yl}-N-(3,5-difluorophenyl)acetamide